C(C1=CC=CC=C1)OC1=NC(=CC=C1N1CC2(CC3=CC=CC=C13)CCN(CC2)C(=O)OC(C)(C)C)OCC2=CC=CC=C2 tert-butyl 1'-(2,6-bis(benzyloxy) pyridin-3-yl)-1',4'-dihydro-2'h-spiro[piperidine-4,3'-quinoline]-1-carboxylate